BrC1=CC(=C(C=C1)NC(C)=O)C1OCCO1 N-[4-bromo-2-(1,3-dioxolan-2-yl)phenyl]acetamide